NCC#C 3-aminoprop-1-yn